[Si](C)(C)(C(C)(C)C)OCC1=NC=CC=C1B(O)O (2-(((tert-butyldimethylsilyl)oxy)methyl)pyridin-3-yl)boronic acid